2-Methyl-5-[(1S,5R)-6-methyl-3,6-diazabicyclo[3.1.1]heptan-3-yl]benzoic acid CC1=C(C(=O)O)C=C(C=C1)N1C[C@H]2N([C@@H](C1)C2)C